(RS)-2-(3-benzoylphenyl)propanoic acid C(C1=CC=CC=C1)(=O)C=1C=C(C=CC1)[C@H](C(=O)O)C |r|